C(C)(C)(C)C=1C=C(C=C(C1O)C(C)(C)C)CCC(=O)O.C(C)(C)(C)C=1C=C(C=C(C1O)C(C)(C)C)CCC(=O)O.C(C)(C)(C)C=1C=C(C=C(C1O)C(C)(C)C)CCC(=O)O.C(C)(C)(C)C=1C=C(C=C(C1O)C(C)(C)C)CCC(=O)O.C(COCCOCCOCCO)O tetraethylene glycol tetrakis[3-(3,5-di-t-butyl-4-hydroxyphenyl) propionate]